5-((1R)-fluoro((((S)-1-oxo-1-propoxypropan-2-yl)amino)(phenoxy)phosphoryl)methyl)benzo[b]thiophene-2-carboxylic acid F[C@@H](C1=CC2=C(SC(=C2)C(=O)O)C=C1)P(=O)(OC1=CC=CC=C1)N[C@H](C(OCCC)=O)C